CC1=NOC2=C1C=CC(=C2)CN (3-methyl-1,2-benzoxazol-6-yl)methanamine